6-aminospiro[3.3]Heptane NC1CC2(CCC2)C1